N(C(=O)C)C1=CC=C(C=C1)N1N=C(C(C1=O)C(=O)NC1=CC(=CC=C1)CC)C 1-(4-Acetaminophenyl)-N-(3-ethylphenyl)-3-methyl-5-oxo-4,5-dihydro-1H-pyrazole-4-carboxamide